1-(3,3-difluorocyclobutyl)-N-((R)-1-(3-(difluoromethyl)-2-fluorophenyl)ethyl)-4-(((1R,5s,6s)-3-methyl-3-azabicyclo[3.1.0]hex-6-yl)amino)-6-oxo-1,6-dihydropyridine-3-carboxamide FC1(CC(C1)N1C=C(C(=CC1=O)NC1[C@@H]2CN(C[C@H]12)C)C(=O)N[C@H](C)C1=C(C(=CC=C1)C(F)F)F)F